(R)-2-fluoro-4-(2-(3-(hydroxymethyl)-1-(2-(pyridin-2-yl)propan-2-yl)pyrrolidin-3-yl)ethyl)benzonitrile FC1=C(C#N)C=CC(=C1)CC[C@@]1(CN(CC1)C(C)(C)C1=NC=CC=C1)CO